(2R)-N-(4-bromophenyl)piperidine-2-carboxamide BrC1=CC=C(C=C1)NC(=O)[C@@H]1NCCCC1